(R)-3-(5-cyclopropyl-2-fluorophenyl)-1-isopropyl-N-(3-methyl-1,1-dioxidothietan-3-yl)-1,4,6,7-tetrahydropyrano[4,3-c]pyrazole-6-carboxamide C1(CC1)C=1C=CC(=C(C1)C=1C2=C(N(N1)C(C)C)C[C@@H](OC2)C(=O)NC2(CS(C2)(=O)=O)C)F